C(C)OC(C(C)C1=CC=CC=C1)OCC (1,1-diethoxypropan-2-yl)benzene